N1(CCC1)C(=O)[O-] azetidine-1-carboxylate